nitrosodicyanomethanide N(=O)[C-](C#N)C#N